4-{[8-fluoro-6-hydroxy-7-(1,1,4-trioxo-1λ6,2,5-thiadiazolidin-2-yl)naphthalen-2-yl]oxy}-N-methylbutanamide FC=1C(=C(C=C2C=CC(=CC12)OCCCC(=O)NC)O)N1S(NC(C1)=O)(=O)=O